IC1=CC=C(C=C1)C=1N=C2N(C=CC=C2)C1 2-(4-iodophenyl)imidazo[1,2-a]pyridine